C(C)(CC)C1C(NC2=C(CN1C(=O)C=1N(C(C=CC1)=O)C)C=CC=C2)=O 3-(sec-butyl)-4-(1-methyl-6-oxo-1,6-dihydropyridine-2-carbonyl)-1,3,4,5-tetrahydro-2H-benzo[1,4]diazepin-2-one